CN1CCN(CC1)CCC[SiH](C1=C(C=C)C=CC=C1)COC 2-[[3-(4-methylpiperazine-1-yl)propyl]methoxymethylsilyl]styrene